aluminum-manganese-iron-copper [Cu].[Fe].[Mn].[Al]